CC=1C=C(C=CC1)C1=NN2C(NCC(C2)C#N)=C1C1=NN(C(C=C1)=O)C1=C(C=CC=C1)C (+)-2-(3-methylphenyl)-3-[1-(2-methylphenyl)-6-oxo-1,6-dihydropyridazin-3-yl]-4,5,6,7-tetrahydropyrazolo[1,5-a]pyrimidine-6-carbonitrile